F[P-](F)(F)(F)(F)F.N1(N=NC2=C1C=CC=C2)OC2=C(C(=[N+](C=C2)N2CCCC2)N2CCCC2)N2CCCC2 1H-benzotriazol-1-yloxytripyrrolidinylpyridinium hexafluorophosphate